2-bromo-1-(2-cyclopropylphenyl)ethan-1-one (S)-3-((S)-2-(4-methoxy-1H-indole-2-carboxamido)-4-methylpentanamido)-2-oxo-4-((S)-2-oxopyrrolidin-3-yl)butyl-2,6-dichlorobenzoate COC1=C2C=C(NC2=CC=C1)C(=O)N[C@H](C(=O)N[C@H](C(COC(C1=C(C=CC=C1Cl)Cl)=O)=O)C[C@H]1C(NCC1)=O)CC(C)C.BrCC(=O)C1=C(C=CC=C1)C1CC1